OC1=C(C=C2C(CC3(C2=C1)CC(C1=CC(=C(C=C13)O)C1=C(C(=O)N)C=CC(=C1)[N+](=O)[O-])(C)C)(C)C)C1=C(C(=O)N)C=CC(=C1)[N+](=O)[O-] (6,6'-dihydroxy-3,3,3',3'-tetramethyl-2,2',3,3'-tetrahydro-1,1'-spirobi[indene]-5,5'-diyl)bis(4-nitrobenzamide)